2,2-Bis[4-(2-hydroxy-3-methacryloyloxypropyloxy)phenyl]propane OC(COC1=CC=C(C=C1)C(C)(C)C1=CC=C(C=C1)OCC(COC(C(=C)C)=O)O)COC(C(=C)C)=O